9-nitro-2-(4-(trifluoromethyl)phenyl)-2,3,4,5-tetrahydrobenzo[b][1,4,5]oxathiazocine 1,1-dioxide [N+](=O)([O-])C1=CC2=C(OCCCN(S2(=O)=O)C2=CC=C(C=C2)C(F)(F)F)C=C1